C1(CCCC1)N1[C@@H](C(N(C=2C=NC(=NC12)NC1=C(C=C(C(=O)NCCCCOCCOC2CCN(CC2)C(=O)OC(C)(C)C)C=C1)OC)C)=O)CC tert-butyl 4-[2-[4-[[4-[[(7R)-8-cyclopentyl-7-ethyl-5-methyl-6-oxo-7H-pteridin-2-yl]-amino]-3-methoxy-benzoyl]amino]butoxy]ethoxy]piperidine-1-carboxylate